C1(CC1)S(=O)(=O)NC=1C=C(C=CC1O)NC(=O)C1=CC=C(C=C1)C1=CC=C(C=C1)F N-(3-(cyclopropanesulfonamido)-4-hydroxyphenyl)-4'-fluoro-[1,1'-biphenyl]-4-carboxamide